zinc-aluminum-silver-copper [Cu].[Ag].[Al].[Zn]